FC=1C(=C(C=CC1F)[C@H]1[C@@H](S[C@](C1)(C(F)(F)F)C)C(=O)NC=1C=NC(=CC1)S)OC (2R,3S,5R)-3-(3,4-difluoro-2-methoxyphenyl)-N-(6-mercaptopyridin-3-yl)-5-methyl-5-(trifluoromethyl)tetrahydrothiophene-2-carboxamide